2-((3-cyano-5-methoxy-7-methyl-1H-indol-4-yl)methyl)-2H-pyrazolo[3,4-b]pyridine-6-carbonitrile C(#N)C1=CNC2=C(C=C(C(=C12)CN1N=C2N=C(C=CC2=C1)C#N)OC)C